C(C=C)(=O)N1[C@H](CN(CC1)C1=NC(=NC=2C[C@H](CCC12)N1C[C@@H](C2=CC=CC=C12)C)OCCN1CCOCC1)CC#N 2-((S)-1-Acryloyl-4-((S)-7-((R)-3-methylindolin-1-yl)-2-(2-morpholinoethoxy)-5,6,7,8-tetrahydroquinazolin-4-yl)piperazin-2-yl)acetonitrile